Cl.N[C@@H](C(=O)OCC)C (R)-ethyl 2-aminopropionate hydrogen chloride salt